4-pyrrolidin-1-ylbutan-1-amine N1(CCCC1)CCCCN